(S)-1-((S)-2-((tert-butoxycarbonyl)amino)-3-(4-((E)-2-(4,4,5,5-tetramethyl-1,3,2-dioxaborolane-2-yl)vinyl)thiazol-2-yl)propanoyl)hexahydropyridazine-3-carboxylic acid methyl ester COC(=O)[C@H]1NN(CCC1)C([C@H](CC=1SC=C(N1)\C=C\B1OC(C(O1)(C)C)(C)C)NC(=O)OC(C)(C)C)=O